rac-(3aR,5R,7S,7aR)-5-(2-ethoxyphenyl)-1,3,3,5,7-pentaethyloctahydrobenzo[c]isoxazole C(C)OC1=C(C=CC=C1)[C@]1(C[C@@H]2[C@H](N(OC2(CC)CC)CC)[C@H](C1)CC)CC |r|